3-(1'-(3-chlorobenzyl)-6-oxo-6,8-dihydro-2H,7H-spiro[furo[2,3-e]isoindole-3,4'-piperidin]-7-yl)piperidine-2,6-dione ClC=1C=C(CN2CCC3(CC2)COC2=C4CN(C(C4=CC=C23)=O)C2C(NC(CC2)=O)=O)C=CC1